2-[6-amino-5-[8-[2-[3-(2,2-difluoromorpholin-4-yl)prop-1-ynyl]-4-pyridyl]-3,8-diazabicyclo[3.2.1]octan-3-yl]pyridazin-3-yl]phenol NC1=C(C=C(N=N1)C1=C(C=CC=C1)O)N1CC2CCC(C1)N2C2=CC(=NC=C2)C#CCN2CC(OCC2)(F)F